CN1C(NC=2N=CN(C2C1=O)C)=O 1,7-dimethyl-1H-purin-2,6(3H,7H)-dione